Cl.C(=C)C(C1=CC=CC=C1)NC(C[Si](OC)(OC)OC)C N-(vinylbenzyl)-2-aminopropyl-trimethoxysilane hydrochloride